N-((S)-1-(2-((R)-2-chloro-2-fluoroacetyl)-2-(((S)-2-oxopyrrolidin-3-yl)methyl)hydrazinyl)-4-methyl-1-oxopentan-2-yl)-4-fluoro-1H-indole-2-carboxamide Cl[C@H](C(=O)N(NC([C@H](CC(C)C)NC(=O)C=1NC2=CC=CC(=C2C1)F)=O)C[C@H]1C(NCC1)=O)F